(3aR,5s,6aS)-N-[6-(2-chloro-5-fluoro-phenyl)pyridazin-3-yl]-2-[(2-fluorophenyl)methyl]-3,3a,4,5,6,6a-hexahydro-1H-cyclopenta[c]pyrrol-5-amine ClC1=C(C=C(C=C1)F)C1=CC=C(N=N1)NC1C[C@@H]2[C@@H](CN(C2)CC2=C(C=CC=C2)F)C1